ethyl 2-(2-((7-amino-5-(3-{{{tert-butoxycarbonyl}amino}methyl}phenyl)benzofuran-2-yl)methoxy)phenyl)acetate NC1=CC(=CC=2C=C(OC21)COC2=C(C=CC=C2)CC(=O)OCC)C2=CC(=CC=C2)CNC(=O)OC(C)(C)C